C(C)N1C2=CC=C(C=C2C=2C=C(C=CC12)N)N 9-ethyl-3,6-diaminocarbazole